NC(CCNC(=O)C=1N(C=C(C1)NC(=O)C=1NC=C(C1)[N+](=O)[O-])C)=N N-(3-amino-3-iminopropyl)-1-methyl-4-(4-nitro-1H-pyrrole-2-carboxamido)-1H-pyrrole-2-carboxamide